1-(6-chloro-7-methyl-pyrazolo[1,5-a]pyridin-3-yl)-4,4-difluoro-3,3-dimethylisoquinoline ClC=1C=CC=2N(C1C)N=CC2C2=NC(C(C1=CC=CC=C21)(F)F)(C)C